OC=1C(=C2C=CC(=CC2=CC1)S(=O)(=O)[O-])N=NC1=C(C=C(C(=C1)C)S(=O)(=O)O)OC.[Na+].[Na+].OC=1C(=C2C=CC(=CC2=CC1)S(=O)(=O)[O-])N=NC1=C(C=C(C(=C1)C)S(=O)(=O)O)OC disodium 6-hydroxy-5-((2-methoxy-5-methyl-4-sulfophenyl) azo)-2-naphthalenesulfonate